1-hydroxy-1H-benzo[d][1,2,3]triazole-6-carboxylic acid ON1N=NC2=C1C=C(C=C2)C(=O)O